ClC1=C(C(=O)NC(C(=O)O)CC2=CC=C(C=C2)OC2(CCCCC2)NC2=NC=CC=C2)C(=CC=C1)Cl 2-[(2,6-dichlorobenzoyl)amino]-3-[4-[4-trans-(2-pyridylamino)cyclohexoxy]phenyl]propanoic acid